O[C@@H](CC)C1=CC(=C(C=N1)C=1C(=NC2=CC=NC=C2C1)C(=O)N(C)C)C 3-(6-((S)-1-hydroxypropyl)-4-methylpyridin-3-yl)-N,N-dimethyl-1,6-naphthyridine-2-carboxamide